(R)-2-((S)-5-fluoroisochroman-1-yl)pyrrolidine FC1=C2CCO[C@@H](C2=CC=C1)[C@@H]1NCCC1